FC=1C=C(C=CC1F)C1=NN2C=NC=3C=CC=CC3C2=N1 2-(3,4-difluorophenyl)[1,2,4]triazolo[1,5-c]quinazolin